C(=C)C1=C(C(=CC=C1)O)C=1C(=CC=CC1)O vinyl-biphenol